OC1CC2CCN(CC2CC1)C(C(=O)NC=1C=C(C=NC1)C(=O)N)=O 5-[2-(6-Hydroxy-decahydroisoquinolin-2-yl)-2-oxoacetamido]pyridine-3-carboxamide